(2-(fluoromethoxy)-7-methylquinoxalin-5-yl)boronic acid FCOC1=NC2=CC(=CC(=C2N=C1)B(O)O)C